3,5-dimethyl-1-(4-methylphenyl)-1H-pyrazolo[3,4-b]pyridine CC1=NN(C2=NC=C(C=C21)C)C2=CC=C(C=C2)C